N1(CCCCC1)C(=O)ON(C1=C(C=CC(=C1)C1CC1)N)C(C)(C)C tert-butyl-((2-amino-5-cyclopropylphenyl) amino) piperidine-1-carboxylate